N-(2-(2,6-dioxopiperidin-3-yl)-1,3-dioxoisoindolin-5-yl)-4-methylbenzenesulfonamide O=C1NC(CCC1N1C(C2=CC=C(C=C2C1=O)NS(=O)(=O)C1=CC=C(C=C1)C)=O)=O